FC(C(=O)O)(F)F.FC(C(=O)O)(F)F.N1CC(C1)CNCCC(F)(F)F N-(azetidin-3-ylmethyl)-3,3,3-trifluoropropan-1-amine bistrifluoroacetate